C1(\C=C/C(=O)O1)=O.[NH4+] ammonium maleic anhydride